tert-butyl 3-((4S,7S)-13-(5-cyano-6-(methylsulfonyl)pyridin-2-yl)-4,7-dimethyl-3,6,9,13-tetraoxo-2,5,8,12-tetraazatridecyl)azetidine-1-carboxylate C(#N)C=1C=CC(=NC1S(=O)(=O)C)C(NCCC(N[C@H](C(N[C@H](C(NCC1CN(C1)C(=O)OC(C)(C)C)=O)C)=O)C)=O)=O